F[C@H]1C[C@H](N(C1)C(CN1C[C@@H](CC1)NC1=C2C=C(C=NC2=CC=C1)OC)=O)C#N (2S,4S)-4-fluoro-1-[2-[(3R)-3-[(3-methoxy-5-quinolinyl)amino]pyrrolidin-1-yl]acetyl]pyrrolidine-2-carbonitrile